1,1'-dihydroxy-5,5'-bitetrazole sodium salt hydrate O.[Na].ON1N=NN=C1C1=NN=NN1O